C1(CC1)C(CNC=1N=CC2=C(N1)NC=C2C=2C=C1N=C(C=NC1=CC2)OC2CCN(CC2)C)(F)F N-(2-cyclopropyl-2,2-difluoroethyl)-5-(3-((1-methylpiperidin-4-yl)oxy)quinoxalin-6-yl)-7H-pyrrolo[2,3-d]pyrimidin-2-amine